ClC=1C=C(C=CC1F)C1=CN=CC2=C1SCCN2S(=O)(=O)C2=CC=C(C=C2)OC 8-(3-Chloro-4-fluorophenyl)-4-((4-methoxyphenyl)sulfonyl)-3,4-dihydro-2H-pyrido[4,3-b][1,4]Thiazine